(R)-1-(3-(1-((7-ethoxy-6-(2-(methoxy-d3)ethoxy)-2-methylquinazoline-4-yl)amino)ethyl)-2-fluorophenyl)-1,1-difluoro-2-methylpropan-2-ol C(C)OC1=C(C=C2C(=NC(=NC2=C1)C)N[C@H](C)C=1C(=C(C=CC1)C(C(C)(O)C)(F)F)F)OCCOC([2H])([2H])[2H]